C1(CC1)[C@H](C(C)(C)O)N1C(C2=C(C=CC=C2C1)C1=C(C=C(C(=C1)C)C=1OC(=NN1)C)F)=O (R)-2-(1-cyclopropyl-2-hydroxy-2-methylpropyl)-7-(2-fluoro-5-methyl-4-(5-methyl-1,3,4-oxadiazol-2-yl)phenyl)isoindolin-1-one